Cl.C1(CC1)C1=C2CCNCC2=CC=C1 5-cyclopropyl-1,2,3,4-tetrahydroisoquinoline hydrochloride